FC(C=1C(=CNC(C1)=O)C(=O)NC1=C(C=C(C(=C1)C=1C=NC(=NC1)N1C[C@H](OCC1)C)F)N1C[C@H](N(CC1)C)C)F 4-(difluoromethyl)-N-[4-fluoro-2-[(3R)-3,4-dimethylpiperazin-1-yl]-5-[2-[(2R)-2-methylmorpholin-4-yl]pyrimidin-5-yl]phenyl]-6-oxo-1H-pyridine-3-carboxamide